C1([C@H](O)[C@H](O)[C@H](O1)CO)N1C(NC(C=2NC(NC12)=O)=O)=O 3-Ribofuranosyluric acid